FC=1C(=CC2=C(NC(N2C)=O)C1)C1CCN(CC1)CC1(CCNCC1)F 6-Fluoro-5-[1-[(4-fluoro-4-piperidyl)methyl]-4-piperidyl]-3-methyl-2-oxo-benzimidazol